S(=O)(=O)([O-])[O-].C(C)(=O)[N+](CN)(C(C)=O)C(C)=O.C(C)(=O)[N+](C(C)=O)(C(C)=O)CN triacetyl-aminomethyl-ammonium sulfate